methyl (S)-aziridine-2-carboxylate N1[C@@H](C1)C(=O)OC